C(C)(C)(C)[C@@H]1CC=2C=C3C(=NC2CC1)SC(=C3)C(=O)N[C@H](CC[NH+]3C1COC(C3)C1)C1=CC=C(C=C1)C1=CNC(C=C1)=O |r| rac-(6S)-6-tert-butyl-N-[rac-(1R)-3-(2-oxa-5-azoniabicyclo[2.2.1]heptan-5-yl)-1-[4-(6-oxo-1H-pyridin-3-yl)phenyl]propyl]-5,6,7,8-tetrahydrothieno[2,3-b]quinoline-2-carboxamide